ClCC1=CC(=CC(=C1)CF)F 1-(chloromethyl)-3-fluoro-5-(fluoromethyl)benzene